7-[4-{4-[3-Chloro-2-(trifluoromethoxy)phenoxy]phenyl}-5-(2,2-difluoropropyl)-6-oxo-1,4,5,6-tetrahydropyrrolo[3,4-c]pyrazol-3-yl]-1,3-benzoxazol-2(3H)-one ClC=1C(=C(OC2=CC=C(C=C2)C2N(C(C=3NN=C(C32)C3=CC=CC=2NC(OC23)=O)=O)CC(C)(F)F)C=CC1)OC(F)(F)F